BrCCCC(=O)OCC1=CC(=CC(=C1)OCCCCCCCCCCC)OCCCCCCCCCCCCCCCCC 3-(Heptadecyloxy)-5-(undecyloxy)benzyl 4-bromobutanoate